7-((1-(6-chloro-2-(hydroxymethyl)-5-methylpyrimidin-4-yl)piperidin-4-yl)oxy)-3,4-dihydronaphthalen-1(2H)-one ClC1=C(C(=NC(=N1)CO)N1CCC(CC1)OC1=CC=C2CCCC(C2=C1)=O)C